[Al].N[C@@H](CO)C(=O)O serine aluminum